COC(=O)C=1C(=NSC1C1=C(C=CC(=C1)C(NC1CC1)=O)F)OC [5-(cyclopropylcarbamoyl)-2-fluoro-phenyl][Methoxy]isothiazole-4-carboxylic acid methyl ester